(1S,2R)-2-(((S)-(3,5-difluoro-4-isopropylphenyl)(phenyl)methyl)carbamoyl)cyclopentane-1-carboxylic acid FC=1C=C(C=C(C1C(C)C)F)[C@H](C1=CC=CC=C1)NC(=O)[C@H]1[C@H](CCC1)C(=O)O